N[C@@H](CC(=O)O)C(=O)O L-(-)-aspartic acid